CC1=C(C(CC=C1)(C)C)C=O 2,6,6-trimethyl-1,3-cyclohexadiene-1-carbaldehyde